OC[C@H](C[C@H]1C(NCC1)=O)NC(=O)[C@@H]1[C@H]2C([C@H]2CN1C(CC1=CC=CC=C1)=O)(C)C (1R,2S,5S)-N-((S)-1-hydroxy-3-((S)-2-oxopyrrolidin-3-yl)propan-2-yl)-6,6-dimethyl-3-(2-phenylacetyl)-3-azabicyclo[3.1.0]hexane-2-carboxamide